COC=1C(=CC2=CN(N=C2C1)C1CCC(CC1)N1CCC2(CCNCC2)CC1)[N+](=O)[O-] 9-(4-(6-Methoxy-5-nitro-2H-indazol-2-yl)cyclohexyl)-3,9-diazaspiro[5.5]undecan